17α-hydroxy-6α-methylpregn-4-en-20-one O[C@]1(C(C)=O)CC[C@H]2[C@@H]3C[C@@H](C4=CCCC[C@]4(C)[C@H]3CC[C@]12C)C